cis-4-aminocyclohexylamine N[C@H]1CC[C@H](CC1)N